FC1(CC(C(C1)(C)CN1N=C(C(=C1)C)C(C)(F)F)C)F 1-((4,4-difluoro-1,2-dimethylcyclopentyl)methyl)-3-(1,1-difluoroethyl)-4-methyl-1H-pyrazole